(S)-4-(3-fluorobenzyl)-N-(5-methyl-4-oxo-7-(2-(2-oxopyrrolidin-1-yl)ethoxy)-2,3,4,5-tetrahydrobenzo[b][1,4]oxazepin-3-yl)-1H-pyrazole-1-carboxamide FC=1C=C(CC=2C=NN(C2)C(=O)N[C@@H]2C(N(C3=C(OC2)C=CC(=C3)OCCN3C(CCC3)=O)C)=O)C=CC1